C(C(C)=C)NC(=O)N methallylurea